(6-fluoropyridin-3-yl)boronic acid FC1=CC=C(C=N1)B(O)O